NC1=C(C=C(C(=C1)F)C(F)(F)F)/C=C/C(=O)OCC (E)-ethyl 3-(2-amino-4-fluoro-5-(trifluoromethyl)phenyl)acrylate